Trans-2-(4-{8-Cyclopropyl-6-[(1R)-1-methyl-1,2,3,4-tetrahydroisoquinoline-2-carbonyl]imidazo[1,2-a]pyridin-2-yl}-3-fluorophenyl)cyclopropane-1-carboxamide C1(CC1)C=1C=2N(C=C(C1)C(=O)N1[C@@H](C3=CC=CC=C3CC1)C)C=C(N2)C2=C(C=C(C=C2)[C@H]2[C@@H](C2)C(=O)N)F